[Ru](Cl)Cl.C1(=CC=CC=C1)C=C1C(=NC=CC1)C1=NC=CC=C1 (phenylmethylene)bipyridine ruthenium dichloride